4-(3-(piperazine-1-yl)propoxy)piperidine-1-carboxylic acid benzyl ester C(C1=CC=CC=C1)OC(=O)N1CCC(CC1)OCCCN1CCNCC1